(1-(3-(N-((5-(2-(((1r,4r)-4-(dimethylamino)cyclohexyl)oxy)pyridin-4-yl)-2,3-dihydro-1H-inden-4-yl)carbamoyl)sulfamoyl)-1H-pyrazol-1-yl)-2-methylpropan-2-yl)boronic acid CN(C1CCC(CC1)OC1=NC=CC(=C1)C=1C(=C2CCCC2=CC1)NC(=O)NS(=O)(=O)C1=NN(C=C1)CC(C)(C)B(O)O)C